7-((3R,4R)-4-methoxytetrahydrofuran-3-yl)-2-(methylthio)-7H-pyrrolo[2,3-d]pyrimidine-6-carboxamide CO[C@@H]1[C@@H](COC1)N1C(=CC2=C1N=C(N=C2)SC)C(=O)N